C1CCC2=C(C=3CCCC3C=C12)NC(=O)N=[S@](=O)(N)[C@@H](C)CCC1=CC=CC=C1 (R,2S)-N'-((1,2,3,5,6,7-hexahydro-s-indacen-4-yl)carbamoyl)-4-phenylbutane-2-sulfonimidamide